N-(2-(3-hydroxypyrrolidin-1-yl)-5-(trifluoromethyl)-phenyl)-5-(tetrahydro-2H-pyran-4-yl)furan-2-carboxamide OC1CN(CC1)C1=C(C=C(C=C1)C(F)(F)F)NC(=O)C=1OC(=CC1)C1CCOCC1